ClC1=C(OC(C(=O)OCC)C)C(=CC=C1)Cl Ethyl 2-(2,6-dichloro-phenoxy)propionate